CC1=CC=C(C=C1)S(=O)O.C(C)OC1=NC(=NC=C1C(=O)NC1=CC2=CN(N=C2C(=C1)F)C)N1CC(CC1)NC 4-ethoxy-N-(7-fluoro-2-methyl-2H-indazol-5-yl)-2-(3-(methylamino)pyrrolidin-1-yl)pyrimidine-5-carboxamide 4-methylbenzenesulfinate